N-(3-hydroxy-2-{[4-(4-methyl-1,4-diazepan-1-yl)-benzoyl]amino}phenyl)-4-methoxybenzamide OC=1C(=C(C=CC1)NC(C1=CC=C(C=C1)OC)=O)NC(C1=CC=C(C=C1)N1CCN(CCC1)C)=O